ClC=1C=CC=2N=CN=C(C2N1)N1CC(C1)(C)C 6-chloro-4-(3,3-dimethyl-azetidin-1-yl)pyrido[3,2-d]pyrimidine